(1r,4r)-4-((4-(5-(Cyclopropylmethyl)-1-methyl-1H-1,2,3-triazol-4-yl)-5-fluoropyrimidin-2-yl)amino)cyclohexan-1-ol C1(CC1)CC1=C(N=NN1C)C1=NC(=NC=C1F)NC1CCC(CC1)O